The molecule is a naphthoate that is the conjugate base of 3-methoxy-5-methyl-1-naphthoic acid, obtained by deprotonation of the carboxy group; major species at pH 7.3. It has a role as a bacterial metabolite. It is a conjugate base of a 3-methoxy-5-methyl-1-naphthoic acid. CC1=C2C=C(C=C(C2=CC=C1)C(=O)[O-])OC